COC1=C(C=C2C(=N1)CCCS2)C2CCN(CC2)C(=O)OC(C)(C)C tert-butyl 4-(6-methoxy-3,4-dihydro-2H-thiopyrano[3,2-b]pyridin-7-yl)piperidine-1-carboxylate